CN(C=CC(=O)C1=CC2=CC=CC=C2C=C1)C 3-(dimethylamino)-1-(naphthalen-2-yl)-2-propen-1-one